CN(C(CCCC(=O)O)=O)C 5-(dimethylamino)-5-oxopentanoic acid